N-((4,6-dimethyl-2-oxo-1,2-dihydropyridine-3-yl)methyl)-[1,1'-biphenyl]-3-formamide CC1=C(C(NC(=C1)C)=O)CNC(=O)C=1C=C(C=CC1)C1=CC=CC=C1